(1R,2S,5R)-N-(4-Methoxyphenyl)-5-methyl-2-(1-methylethyl)cyclohexancarboxamid COC1=CC=C(C=C1)NC(=O)[C@H]1[C@@H](CC[C@H](C1)C)C(C)C